(R)-4-((cyclobutyl(methyl)amino)methyl)-N'-((1,2,3,5,6,7-hexahydro-s-indacen-4-yl)-carbamoyl)benzenesulfonimidamide C1(CCC1)N(C)CC1=CC=C(C=C1)[S@@](=O)(N)=NC(NC1=C2CCCC2=CC=2CCCC12)=O